[Na].OC1=C(C=CC=2C(C3=CC=CC=C3C(C12)=O)=O)O 1,2-dihydroxyanthraquinone sodium